O1C(CC1)COC=1C=NC=CC1CN 1-{3-[(oxetan-2-yl)methoxy]pyridin-4-yl}methanamine